O.P(=O)([O-])([O-])[O-].[NH4+].[NH4+].[NH4+] triammonium phosphate hydrate